CC1=CCC(=C(C)C)CC1 α-Terpinolene